BrC1=NC(=C(C(=N1)NC(CC(=O)OCC)C(C)(C=1SC=CN1)C)F)C=1SC=CC1 ethyl 3-((2-bromo-5-fluoro-6-(thiophen-2-yl)pyrimidin-4-yl)amino)-4-methyl-4-(thiazol-2-yl)pentanoate